FC(CN1N=CC=2C1=NC(=CN2)N2[C@@H](CC[C@@H](C2)COC=2C=NC(=CC2)C(F)(F)F)C)F 1-(2,2-Difluoroethyl)-6-((2R,5S)-2-methyl-5-(((6-(trifluoromethyl)pyridin-3-yl)oxy)methyl)piperidin-1-yl)-1H-pyrazolo[3,4-b]pyrazine